fluorine carbon [C].[F]